4-(5-aminopyridin-3-yl)-N-(3-(trifluoromethyl)phenyl)thiazol-2-amine NC=1C=C(C=NC1)C=1N=C(SC1)NC1=CC(=CC=C1)C(F)(F)F